Bisphenol-A glycidylmethacrylat C(C1CO1)OC(C(=C)C)=O.OC1=CC=C(C=C1)C(C)(C)C1=CC=C(C=C1)O